C1(CC1)C=1C=C(C(N(C1)C)=O)OC=1N(C=2C(=NC=C(C2)OC2=CC(=NC=C2)NC(C)=O)N1)C N-(4-((2-((5-cyclopropyl-1-methyl-2-oxo-1,2-dihydropyridin-3-yl)oxy)-1-methyl-1H-imidazo[4,5-b]pyridin-6-yl)oxy)pyridin-2-yl)acetamide